CS(=O)(=O)OCC1=NC(=NO1)C1=CC=C(C=C1)I (3-(4-iodophenyl)-1,2,4-oxadiazol-5-yl)methyl methanesulfonate